(R)-6-(7,7-difluoro-2-((2S,3R)-3-hydroxy-2-methylazetidin-1-yl)-6,7-dihydro-5H-cyclopenta[d]pyrimidin-4-yl)-1'-methyl-2H-spiro[benzofuran-3,4'-imidazolidine]-2',5'-dione FC1(CCC2=C1N=C(N=C2C2=CC1=C(C=C2)[C@@]2(NC(N(C2=O)C)=O)CO1)N1[C@H]([C@@H](C1)O)C)F